CC1(CCC(CC1)C=1CCCC2=C(C1C1=CC=C(C=C1)C=C1CN(C1)CCCF)C=CC(=C2)C(=O)OC)C Methyl 8-(4,4-dimethylcyclohexyl)-9-(4-((1-(3-fluoropropyl)azetidin-3-ylidene)methyl)phenyl)-6,7-dihydro-5H-benzo[7]annulene-3-carboxylate